CC1CCCC2C3CCC(C12)C3 deca-hydro-8-methyl-1,4-methanonaphthalen